diisopropylaminodiethylsilane C(C)(C)N(C(C)C)[SiH](CC)CC